4-fluoro-1-[2-(4-piperazin-1-yl-anilino)-pyrimidin-4-yl]-1H-indole-3-carboxamide FC1=C2C(=CN(C2=CC=C1)C1=NC(=NC=C1)NC1=CC=C(C=C1)N1CCNCC1)C(=O)N